ClC=1C=C(C=CC1CN1C=NC(=C1)F)[C@H]1[C@@H](C1)C(=O)O (1R,2R)-2-(3-chloro-4-((4-fluoro-1H-imidazol-1-yl)methyl)phenyl)cyclopropane-1-carboxylic acid